2-(3-oxo-2-pentylcyclopentyl)acetic acid methyl ester COC(CC1C(C(CC1)=O)CCCCC)=O